N1=CN=CC2=C1C1=C(O2)C=CC=C1 benzofurano[3,2-d]pyrimidine